C(C)CC(CC(=O)OOCCC)=O.C(C)CC(CC(=O)OOCCC)=O di-n-propoxy bis(ethylacetoacetate)